(R)-2-(5-cyclopropyl-3-((1-(2-hydroxyethyl)piperidin-3-yl)amino)-1,2,4-triazin-6-yl)-5-ethynyl-phenol C1(CC1)C=1N=C(N=NC1C1=C(C=C(C=C1)C#C)O)N[C@H]1CN(CCC1)CCO